1,1-dimethyl-3-phenyl-propan-1-ol CC(CCC1=CC=CC=C1)(O)C